OCCCP(CCCO)CCCO Tris-hydroxypropyl-phosphine